(S)-N-(1-methoxypropan-2-yl)-5-(2-methylbenzo[d]thiazol-6-yl)-7H-pyrrolo[2,3-d]pyrimidin-2-amine COC[C@H](C)NC=1N=CC2=C(N1)NC=C2C2=CC1=C(N=C(S1)C)C=C2